NC1=CC(=C(OC=2N=C(SC2C2=NC(=NC=C2)N[C@@H]2CN(C[C@H](C2)F)C(=O)OC(C)(C)C)C)C=C1C)F tert-butyl (3S,5S)-3-[[4-[4-(4-amino-2-fluoro-5-methyl-phenoxy)-2-methyl-thiazol-5-yl]pyrimidin-2-yl]amino]-5-fluoro-piperidine-1-carboxylate